CC1=CC=C(C=C1)S(=O)(=O)OC1=CC(=C(C(=C1C)OCC1=NN(C=C1)C)C=O)OS(=O)(=O)C1=CC=C(C=C1)C 4-formyl-6-methyl-5-((1-methyl-1H-pyrazol-3-yl)methoxy)-1,3-phenylene bis(4-methylbenzene-sulfonate)